ClC1=C(C(=O)N2CC3CCC(C2)N3C=3C=C(C=C(C3O)CC)S(=O)(=O)Cl)C=CC(=C1)F 3-[3-(2-chloro-4-fluoro-benzoyl)-3,8-diazabicyclo[3.2.1]octan-8-yl]-5-ethyl-4-hydroxy-benzenesulfonyl chloride